(P)-3-Amino-4-(3-hydroxy-2-methylphenyl)-1,5-naphthyridine-2-carboxamide NC=1C(=NC2=CC=CN=C2C1C1=C(C(=CC=C1)O)C)C(=O)N